BrC=1C2(C3=CC4=C(OCCCO4)C=C3C1)CCC1(CC2)NC(NC1=O)=O 8''-bromo-3'',4''-dihydro-2''H-dispiro[imidazolidine-4,1'-cyclohexane-4',7''-indeno[5,6-b][1,4]dioxepine]-2,5-dione